1-Benzyloxy-2-methoxy-4-methyl-benzene C(C1=CC=CC=C1)OC1=C(C=C(C=C1)C)OC